tert-butyl 4-(2,3-bis{[2-(trimethylsilyl) ethoxy] methoxy} phenyl)-3,6-dihydropyridine-1(2H)-carboxylate C[Si](CCOCOC1=C(C=CC=C1OCOCC[Si](C)(C)C)C=1CCN(CC1)C(=O)OC(C)(C)C)(C)C